N-((4-(3-(trifluoro-methyl)benzyl)-4,5,6,7-tetrahydropyrazolo[1,5-a]pyrimidin-6-yl)-methyl)propionamide FC(C=1C=C(CN2C=3N(CC(C2)CNC(CC)=O)N=CC3)C=CC1)(F)F